FC=1C=C2C(=C(C(C2=CC1)=CC1=CC=C(C=C1)COC1=CC=CC=C1)C)CC1=NOC(N1)=O 3-((5-fluoro-2-methyl-1-(4-(phenoxymethyl)benzylidene)-1H-inden-3-yl)methyl)-1,2,4-oxadiazol-5(4H)-one